C(C)SC=1N=NN(N1)CCC[Si](OCC)(OCC)OCC 5-ethylthio-2-[3-(triethoxysilyl)propyl]-2H-tetrazole